2-fluoro-5-methyl-4-(pyridin-2-yl)benzonitrile FC1=C(C#N)C=C(C(=C1)C1=NC=CC=C1)C